FC(OC1=CC(=C(C(=C1)C)C1=CC2=C(N=N1)N(CC2)C2C1CCC(CC2)N1C(=O)[O-])OCOC)F 2-{3-[4-(difluoromethoxy)-2-(methoxymethoxy)-6-methylphenyl]-5,6-dihydro-7H-pyrrolo[2,3-c]pyridazin-7-yl}-8-azabicyclo[3.2.1]octane-8-carboxylate